BrC[B-](F)(F)F.[K+] Potassium (bromomethyl)trifluoroborohydride